C(C=C)N1C(=NC2=C1C=CC=C2)CC(CCCN)NC2CCCC=1C=CC=NC21 1-allyl-1H-benzoimidazol-2-ylmethyl-N1-(5,6,7,8-tetrahydro-quinolin-8-yl)-butane-1,4-diamine